4-(4-(tert-butyl)phenoxy)-2,3-dimethylbenzoic acid C(C)(C)(C)C1=CC=C(OC2=C(C(=C(C(=O)O)C=C2)C)C)C=C1